C12CN(CC2C1)C1=C(C=C(C=C1F)CO)F (4-{3-azabicyclo[3.1.0]hex-3-yl}-3,5-difluorophenyl)methanol